CN(CCC1=CN(C2=CC=CC(=C12)O)C(=O)OCC)C ethyl 3-(2-(dimethylamino)ethyl)-4-hydroxy-1H-indole-1-carboxylate